6-Bromo-2,10-dimethyl-9,10-dihydro-3H-[1,4]oxazino[2,3-H]quinazolin-4(8H)-one BrC=1C=C2C(NC(=NC2=C2C1OCCN2C)C)=O